5,5-dimethyl-1-((2-((4,5,6,7-tetrahydro-1H-indazol-6-yl)amino)pyridin-4-yl)methyl)-3-(4-(1-(trifluoromethyl)cyclopropyl)phenyl)imidazolidine-2,4-dione CC1(C(N(C(N1CC1=CC(=NC=C1)NC1CCC=2C=NNC2C1)=O)C1=CC=C(C=C1)C1(CC1)C(F)(F)F)=O)C